O1COC2=C1C=CC(=C2)/C=C/C(=O)N(CC2SCCC2)C2=NNC=C2 (E)-3-(1,3-benzodioxol-5-yl)-N-(1H-pyrazol-3-yl)-N-(tetrahydrothiophen-2-ylmethyl)prop-2-enamide